FC1=C2C(=NC(NC2=CC=C1)=O)N1CCCC2=C(C=NC=C12)C#CC(C(F)(F)F)(C)C 5-fluoro-4-(5-(4,4,4-trifluoro-3,3-dimethylbut-1-yn-1-yl)-3,4-dihydro-1,7-naphthyridin-1(2H)-yl)quinazolin-2(1H)-one